O=S.[Ge] germanium oxysulfide